C1(=CC=C(C=C1)C(=O)O)C(=O)O para-benzenedicarboxylic acid